CC1=C(C(=C(C(=C1C)Br)C)C)B(C1=C(C(=C(C(=C1C)C)Br)C)C)C1=C(C(=C(C(=C1C)C)Br)C)C tris(2,3,5,6-tetramethyl-4-bromophenyl)boron